2-[[2,4-difluoro-6-(2-methoxyethoxy)phenyl]methyl]cyclopentene-1-carboxylic acid FC1=C(C(=CC(=C1)F)OCCOC)CC1=C(CCC1)C(=O)O